phenoxy(2,4-dichlorophenoxy)acetic acid ethyl ester C(C)OC(C(OC1=C(C=C(C=C1)Cl)Cl)OC1=CC=CC=C1)=O